phenyl 3,4-dihydroxybenzoate OC=1C=C(C(=O)OC2=CC=CC=C2)C=CC1O